C(C)OC(=O)C1=NC(=C(N=C1N1CCC2([C@@H]([C@@H](OC2)C)N)CC1)C)C1=C(C(=CC=C1)Cl)Cl ((3S,4S)-4-amino-3-methyl-2-oxa-8-azaspiro[4.5]dec-8-yl)-6-(2,3-dichlorophenyl)-5-methylpyrazine-2-carboxylic acid ethyl ester